4-((7-(2,3-dichloro-5-fluoro-6-methoxyphenyl)imidazo[1,2-a]pyridin-2-yl)methylene)piperidine-1-carboxylic acid tert-butyl ester C(C)(C)(C)OC(=O)N1CCC(CC1)=CC=1N=C2N(C=CC(=C2)C2=C(C(=CC(=C2OC)F)Cl)Cl)C1